7-bromo-4-(2-chloro-4-fluorophenyl)-2H-chromen-2-one BrC1=CC=C2C(=CC(OC2=C1)=O)C1=C(C=C(C=C1)F)Cl